BrC1=CC=C2C[C@H](N(CC2=C1)C(CNC(=O)OC(C)(C)C)C)C(=O)OC methyl (3S)-7-bromo-2-[2-(tert-butoxycarbonylamino)-1-methyl-ethyl]-3,4-dihydro-1H-isoquinoline-3-carboxylate